N[C@H](C(=O)OCC)CC (S)-ethyl 2-aminobutyrate